tert-butyl (1R,3s,5S)-3-amino-9-azabicyclo[3.3.1]nonane-9-carboxylate CC(C)(C)OC(=O)N1[C@@H]2CCC[C@H]1CC(C2)N